FC=1C=C(C(=C2CCCC12)NC(=O)N=[S@@](=O)(N)C=1C=NN2C1OCCC2)C(C)C (S)-N'-((7-fluoro-5-isopropyl-2,3-dihydro-1H-inden-4-yl)carbamoyl)-6,7-dihydro-5H-pyrazolo[5,1-b][1,3]oxazine-3-sulfonimidamide